C1=CC=C(C=2SC3=C(C21)C=CC=C3)C=3C=C(C=CC3)C3=CC(=CC=C3)C=3N=C2C(=NC3)OC=3C2=C2C=CC=CC2=C2C=CC=CC23 12-[3'-(dibenzothiophen-4-yl)biphenyl-3-yl]phenanthro[9',10':4,5]furo[2,3-b]pyrazine